(1-cyclopropyl-2,2,2-trifluoro-ethyl)pyrimidine-4,6-diamine hydrochloride Cl.C1(CC1)C(C(F)(F)F)C1=NC(=CC(=N1)N)N